OC1=NC(=NC=C1C(=O)NN)N1N=CC=C1 4-hydroxy-2-(1H-pyrazol-1-yl)pyrimidine-5-carbohydrazide